CN1C(N(C2=C1C=C(C=C2)CCCOCCOCC(=O)O)C2C(N(C(CC2)=O)C)=O)=O (2-[3-[3-methyl-1-(1-methyl-2,6-dioxopiperidin-3-yl)-2-oxo-1,3-benzodiazol-5-yl]propoxy]ethoxy)acetic acid